N1N=NN=C1/C=C/C1=CNC2=CC(=CC=C12)F (E)-3-(2-(1H-tetrazol-5-yl)vinyl)-6-fluoro-1H-indole